dimethyl-(4-benzylphenyl)silane C[SiH](C1=CC=C(C=C1)CC1=CC=CC=C1)C